pyrrolidin-1-yl(2-(1-(quinolin-8-yloxy)ethyl)oxazol-4-yl)methanone N1(CCCC1)C(=O)C=1N=C(OC1)C(C)OC=1C=CC=C2C=CC=NC12